N-[(1S)-2-[[5-[5-ethyl-3-methyl-1-(2-trimethylsilylethoxymethyl)pyrazol-4-yl]-6-fluoro-2-pyridyl]amino]-1-(4-methylcyclohexyl)-2-oxo-ethyl]-3-methyl-isoxazole-4-carboxamide C(C)C1=C(C(=NN1COCC[Si](C)(C)C)C)C=1C=CC(=NC1F)NC([C@H](C1CCC(CC1)C)NC(=O)C=1C(=NOC1)C)=O